5-(4-pyridinyl)-N-methyl-4-piperidone N1=CC=C(C=C1)C1C(CCN(C1)C)=O